tert-butyl N-[(3R)-5-[(4-chlorophenyl)methyl]-7-[2-(5,5-difluoro-3-piperidyl)tetrazol-5-yl]-8-fluoro-1,1,4-trioxo-2,3-dihydro-1λ6,5-benzothiazepin-3-yl]carbamate ClC1=CC=C(C=C1)CN1C([C@H](CS(C2=C1C=C(C(=C2)F)C=2N=NN(N2)C2CNCC(C2)(F)F)(=O)=O)NC(OC(C)(C)C)=O)=O